C1=CC=CC=2C3=CC=CC=C3C(C12)COC(=O)N[C@H](C(NCCOCCOCCOCCO)=O)CCC(=O)OC(C)(C)C tert-butyl (S)-14-((((9H-fluoren-9-yl)methoxy)carbonyl)amino)-1-hydroxy-13-oxo-3,6,9-trioxa-12-azaheptadecan-17-oate